BrC1=CC=C(C=C1)C(C)(C)C=1N=C(SC1)NC(=O)NCCCO 1-(4-(2-(4-bromophenyl)propan-2-yl)thiazol-2-yl)-3-(3-hydroxypropyl)urea